ClC=1C(=C(OCC#N)C=CC1C1=CN=C2N1C=CN=C2NC2=CC(=C(C=C2)C(=O)N2CCN(CC2)CCN(C)C)Cl)F 2-[3-chloro-4-[8-[3-chloro-4-[4-[2-(dimethylamino)ethyl]piperazine-1-carbonyl]anilino]imidazo[1,2-a]pyrazin-3-yl]-2-fluoro-phenoxy]acetonitrile